ClC=1C=C(C=CC1)[C@H](CC(=O)O)NC(CNC(=O)C1=CC(=C2C=NNC2=C1)NC=1NCC(CN1)F)=O (3S)-3-(3-chlorophenyl)-3-(2-(4-((5-fluoro-1,4,5,6-tetrahydropyrimidin-2-yl)amino)-1H-indazole-6-carboxamido)acetamido)propanoic acid